C(C=C)N1N(C2=NC(=NC=C2C1=O)NC1=CC=C(C=C1)N1CCN(CC1)CCC(=O)NO)C1=NC(=CC=C1)C(C)(C)O 3-(4-(4-((2-allyl-1-(6-(2-hydroxypropan-2-yl)pyridin-2-yl)-3-oxo-2,3-dihydro-1H-pyrazolo[3,4-d]pyrimidin-6-yl)amino)phenyl)piperazin-1-yl)-N-hydroxypropanamide